N-palmitoleoyl-L-leucine C(CCCCCCC\C=C/CCCCCC)(=O)N[C@@H](CC(C)C)C(=O)O